[Si](C)(C)(C(C)(C)C)OCC1=NC(=CC(=C1)C1=C(N=C2N1N=C(C=C2)C(=O)N[C@H](C(C)(C)O)C)C2=CC(=CC=C2)C#N)C 3-[2-[[tert-butyl(dimethyl)silyl]oxymethyl]-6-methyl-4-pyridyl]-2-(3-cyanophenyl)-N-[(1S)-2-hydroxy-1,2-dimethyl-propyl]imidazo[1,2-b]pyridazine-6-carboxamide